3-bromo-5-nitro-isoquinolin BrC=1N=CC2=CC=CC(=C2C1)[N+](=O)[O-]